methyl 3-fluoro-5-vinylbenzoate FC=1C=C(C(=O)OC)C=C(C1)C=C